ClC1=C(C=C(OCC(=O)NC23CC(C2)(C3)NC(=O)[C@H]3COC2=C(O3)C=CC=C2)C=C1)F (2R)-N-{3-[2-(4-chloro-3-fluorophenoxy)acetamido]bicyclo[1.1.1]pentan-1-yl}-2,3-dihydro-1,4-benzodioxin-2-carboxamide